C(C)OC(/C=C/C=1C=C(C=CC1)B(O)O)=O (E)-(3-(3-ethoxy-3-oxoprop-1-en-1-yl)phenyl)boronic acid